tert-butyl (E)-7-(3-ethoxy-3-oxoprop-1-en-1-yl)-1,3,4,5-tetrahydro-2H-benzo[c]azepine-2-carboxylate C(C)OC(/C=C/C1=CC2=C(CN(CCC2)C(=O)OC(C)(C)C)C=C1)=O